C(C)(C)(C)OC(=O)N1C(CNCC1)CCCCl (3-chloropropyl)piperazine-1-carboxylic acid tert-butyl ester